1-((S)-7-((3R,4S)-4-(2-chloro-3-fluorophenyl)-6,6-dimethyltetrahydro-2H-pyran-3-carbonyl)-6-methyl-2,7-diazaspiro[3.5]nonan-2-yl)prop-2-en-1-one ClC1=C(C=CC=C1F)[C@@H]1[C@H](COC(C1)(C)C)C(=O)N1[C@H](CC2(CN(C2)C(C=C)=O)CC1)C